(2r,3r,11br)-3-isobutyl-9,10-dimethoxy-1,3,4,6,7,11b-hexahydro-2H-pyrido[2,1-a]isoquinolin-2-yl (S)-2-amino-3-methyl-butyrate N[C@H](C(=O)O[C@@H]1C[C@H]2N(CCC3=CC(=C(C=C23)OC)OC)C[C@H]1CC(C)C)C(C)C